C1(=CC=CC=C1)CN(C(CC)=O)CC1=CC=CC=C1 N,N-diphenylmethylpropionamide